C(C)N1C(CC(C2=CC=C(C=C12)C(C)(C)C1=CC=C2CCCN3C2=C1CCC3)C)(C)C 8-(2-(1-Ethyl-2,2,4-trimethyl-1,2,3,4-tetrahydroquinolin-7-yl)propan-2-yl)-2,3,6,7-tetrahydro-1H,5H-pyrido-[3,2,1-ij]quinoline